[5H]-furanon O1C(C=CC1)=O